ClC1=NC=CC(=N1)C1N(CCC1)C(=O)OC(C)(C)C tert-butyl 2-(2-chloropyrimidin-4-yl)pyrrolidine-1-carboxylate